COC1=C(C(=C(C(=C1)C)/C=C/C(=C/C)/C)C)C (2E,4E)-5-(4-methoxy-2,3,6-trimethylphenyl)-3-methyl-2,4-pentadiene